tert-Butyl 4-(2-bromophenyl)-3-chloro-2-cyano-4,7-dihydrothieno[2,3-c]pyridine-6(5H)-carboxylate BrC1=C(C=CC=C1)C1C2=C(CN(C1)C(=O)OC(C)(C)C)SC(=C2Cl)C#N